Dibenzyl [3-({3-[3-(decyloxy)phenyl]propanoyl} [(4-methoxyphenyl)methyl]amino)propyl]phosphonate C(CCCCCCCCC)OC=1C=C(C=CC1)CCC(=O)N(CCCP(OCC1=CC=CC=C1)(OCC1=CC=CC=C1)=O)CC1=CC=C(C=C1)OC